2,3-dichloropyridin-4-thiol ClC1=NC=CC(=C1Cl)S